C(C)OC(=O)C1=CC2=C(N=CN2CC(CCO)O)C(=C1)F 3-(2,4-dihydroxybutyl)-7-fluoro-benzimidazole-5-carboxylic acid ethyl ester